4-((2r,4r)-4-(3-fluoroazetidin-1-yl)-1-((5-methoxy-7-methyl-1H-indol-4-yl)methyl)piperidin-2-yl)benzoic acid FC1CN(C1)[C@H]1C[C@@H](N(CC1)CC1=C2C=CNC2=C(C=C1OC)C)C1=CC=C(C(=O)O)C=C1